4-(pyrrolidin-1-yl)-1,5-dihydro-2H-pyrrol-2-one N1(CCCC1)C1=CC(NC1)=O